CC1C(C(CC1)=O)C(C)CCCC(C)C 3-methyl-2-(6-methylheptan-2-yl)cyclopentan-1-one